CN1CCN(CC1)C1=CC=C(C=C1)NC(=O)C=1C(NC=CC1NC1CCOCC1)=O N-(4-(4-Methylpiperazin-1-yl)phenyl)-2-oxo-4-((tetrahydro-2H-pyran-4-yl)amino)-1,2-dihydropyridine-3-carboxamide